tert-butyl (R)-3-(3-chloro-5-(4-((3-hydroxypropyl)amino)-1,3,5-triazin-2-yl)phenyl)morpholine-4-carboxylate ClC=1C=C(C=C(C1)C1=NC=NC(=N1)NCCCO)[C@H]1N(CCOC1)C(=O)OC(C)(C)C